CCCCCCCC/C=C/CCCCCCCCC(=O)[O-] The molecule is a monounsaturated fatty acid anion that is the conjugate base of 10-nonadecenoic acid. It has a role as a human metabolite. It is a long-chain fatty acid anion, a monounsaturated fatty acid anion and a straight-chain fatty acid anion. It is a conjugate base of a 10-nonadecenoic acid.